O1N=CC=2C1=NC=CC2 isooxazolo[5,4-b]pyridine